N1CC(C1)NC=1C(=CC(=NC1C1=C2C(=NC=C1)C=C(S2)CN2C(C1C(C1C2=O)(C)C)=O)C#N)C 5-(azetidin-3-ylamino)-6-(2-((6,6-dimethyl-2,4-dioxo-3-azabicyclo[3.1.0]hexan-3-yl)methyl)thieno[3,2-b]pyridin-7-yl)-4-methylpicolinonitrile